N-(3,4-Dimethoxyphenyl)-2-((6,7-Dimethoxyquinoxalin-2-yl)thio)acetamide COC=1C=C(C=CC1OC)NC(CSC1=NC2=CC(=C(C=C2N=C1)OC)OC)=O